ethyl 3-(isoquinolin-4-yl)isonicotinate C1=NC=C(C2=CC=CC=C12)C1=C(C(=O)OCC)C=CN=C1